F[C@@]1(CN(CC[C@@]1(O)C)C1=NC=CC(=N1)NC=1N=CC2=C(C=CC(=C2C1)C(C)C)N1CC(C1)CS(=O)(=O)C)C (3R,4S)-3-fluoro-1-[4-({8-[3-(methanesulfonylmeth-yl)azetidin-1-yl]-5-(propan-2-yl)isoquinolin-3-yl}amino)pyrimidin-2-yl]-3,4-dimethylpiperidin-4-ol